NC(CC(C)(CC(CC)N)CC(CC)N)CC 1,1,1-tris(2'-aminobutyl)ethane